FC(S(=O)(=O)[O-])(F)F.CN1C=[NH+]C=C1 1-methylimidazolium trifluoromethanesulfonate